ClC1=CC2=C(N=C(O2)N(C(C)C2=NC=CN=C2C2=NC=CC=N2)C)C=C1C(F)(F)F 6-chloro-N-methyl-N-[1-(3-pyrimidin-2-ylpyrazin-2-yl)ethyl]-5-(trifluoromethyl)-1,3-benzoxazol-2-amine